1-(3-(1-(6-(methylamino)pyrimidin-4-yl)piperidin-3-yl)phenyl)-3-phenylurea CNC1=CC(=NC=N1)N1CC(CCC1)C=1C=C(C=CC1)NC(=O)NC1=CC=CC=C1